OC=1C=C2C(=C(NC2=CC1)CCC)CCNC(C)=O N-[2-(5-Hydroxy-2-propyl-1H-indol-3-yl)ethyl]acetamide